O1C(=NC2=C1C=CC=C2)NC(=O)C21CC3(CC(CC(C2)C3)(C1)C)C N-(1,3-benzoxazol-2-yl)-3,5-dimethyladamantane-1-carboxamide